C(C)(=O)N[C@@H](CSCCO)C(=O)O N-(R,S)-acetyl-S-(2-hydroxyethyl)-L-cysteine